(methoxy)iridium(I) CO[Ir]